ClC1=NC2=C(N1)C=CC=C2C=2C(=NC=CC2)C2=C(C=CC=C2)C 2-chloro-4-(o-(tolyl)pyridine-3-yl)-1H-benzo[d]imidazole